BrC1=CC=CC(=N1)NC(=O)[C@H]1NC[C@H](C1)O (2S,4S)-N-(6-bromopyridin-2-yl)-4-hydroxypyrrolidine-2-carboxamide